7-deazaxanthosine [C@@H]1([C@H](O)[C@H](O)[C@@H](CO)O1)N1C=CC=2C(=O)NC(=O)NC12